ClC1=CC(=CC=C1)C=C 1-chloro-3-vinylbenzene